C(C)(=O)N1CCN(CC1)C=1C=CC=2N(C1)C(=CN2)C(=O)NC=2C=C(C=C(C2C)F)C2=NOC(=N2)C2CN(C2)C(=O)OC methyl 3-(3-(3-(6-(4-acetylpiperazin-1-yl)imidazo[1,2-a]pyridine-3-carboxamido)-5-fluoro-4-methylphenyl)-1,2,4-oxadiazol-5-yl)azetidine-1-carboxylate